6-indenyl isobutyrate C(C(C)C)(=O)OC1=CC=C2C=CCC2=C1